2-(2,4-difluorobenzyl)-2-fluorobutanoic acid FC1=C(CC(C(=O)O)(CC)F)C=CC(=C1)F